(R)-1-(m-tolyl)ethane-1,2-diol C1(=CC(=CC=C1)[C@H](CO)O)C